C1CC12CN(C2)CCC=2C(=CC(N(C2)C(C(=O)N[C@@H](CC(=O)O)C=2C=C(C=C(C2F)C)C2=C(C=C(C=C2C)C)C)CC(C)C)=O)C(F)(F)F (3S)-3-(2-(5-(2-(5-azaspiro[2.3]hexan-5-yl)ethyl)-2-oxo-4-(trifluoromethyl)pyridin-1(2H)-yl)-4-methylpentanamido)-3-(4-fluoro-2',4',5,6'-tetramethylbiphenyl-3-yl)propanoic acid